C(C)OC(=O)C=1OC(=NN1)C(C1=CC=CC=C1)(F)F 5-(difluoro(phenyl)methyl)-1,3,4-oxadiazole-2-carboxylic acid ethyl ester